2-(9-oxoxanthene-2-yl)propionic acid O=C1C2=CC=CC=C2OC=2C=CC(=CC12)C(C(=O)O)C